(Z)-3-((3-bromopyridin-2-yl)methyl)-2-(2-fluoro-3-(1H-1,2,3-triazol-4-yl)allyl)isoindolin-1-one BrC=1C(=NC=CC1)CC1N(C(C2=CC=CC=C12)=O)C/C(=C/C=1N=NNC1)/F